2-(pyrrolidin-1-yl)ethyl ((3S,5R,8R,9S,10S,12R,13S,14S,17R)-12,14-dihydroxy-10,13-dimethyl-17-(5-oxo-2,5-dihydrofuran-3-yl)hexadecahydro-1H-cyclopenta[a]phenanthren-3-yl)carbamate O[C@H]1[C@@]2([C@H](CC[C@@]2([C@@H]2CC[C@@H]3C[C@H](CC[C@@]3([C@H]2C1)C)NC(OCCN1CCCC1)=O)O)C=1COC(C1)=O)C